N1(C=NC2=C1C=C1C=CC=CC1=C2)CC2=C(C=CC=C2)CN2C=NC1=C2C=C2C=CC=CC2=C1 1,2-bis((1H-naphtho[2,3-d]imidazol-1-yl)methyl)benzene